acryloxybutyl phosphate P(=O)(OCCCCOC(C=C)=O)([O-])[O-]